n-methyl-3-(6-oxo-3-(pyridin-2-yl)pyridazin-1(6H)-yl)propanamide CNC(CCN1N=C(C=CC1=O)C1=NC=CC=C1)=O